CN(C(=O)N1N=C2C(CNCCC2)=C1)C N,N-dimethyl-5,6,7,8-tetrahydropyrazolo[4,3-c]Azepine-2(4H)-carboxamide